C(CCC(=O)NN)(=O)OCCCCCCCCCCCC lauryl amino succinamate